(S)-4-amino-N-methyl-N-(6-(trifluoromethyl)-2,3-dihydrobenzo[b]thiophen-3-yl)imidazo[1,5-a]quinoxaline-8-carboxamide NC=1C=2N(C3=CC(=CC=C3N1)C(=O)N([C@H]1C3=C(SC1)C=C(C=C3)C(F)(F)F)C)C=NC2